C(C)(=O)O[C@@H]1[C@@H]([C@H](O[C@H]1N1C=2N=C(NC(C2N=C1)=O)NC(C(C)C)=O)CN1C(CCC1=O)=O)OC(C)=O acetic acid [(2r,3r,4r,5r)-4-acetoxy-2-[(2,5-dioxopyrrolidin-1-yl) methyl]-5-[2-(2-methyl-propionyl-amino)-6-oxo-1H-purin-9-yl] tetrahydrofuran-3-yl] ester